ClC(CCCCCCC(=O)OOC(CCCCCCC(Cl)(Cl)Cl)=O)(Cl)Cl di(trichlorooctanoyl) peroxide